4-((1-(4-(butoxycarbonyl)phenyl)-2-azaspiro[3.5]non-2-yl)methyl)-5,7-dimethyl-1H-indole-1-carboxylic acid tert-butyl ester C(C)(C)(C)OC(=O)N1C=CC2=C(C(=CC(=C12)C)C)CN1C(C2(C1)CCCCC2)C2=CC=C(C=C2)C(=O)OCCCC